COC=1C=C(C=C(C1)OC)C(C(=O)O)(C(=O)O)C (3,5-dimethoxyphenyl)(methyl)malonic acid